O[C@@H]1[C@H](O)[C@@H](O)[C@H](O)[C@H](O1)C(=O)O alpha-glucuronic acid